N1C(=CC=2C=NC=CC21)\C=C\2/C(NC1=CC=C(C=C21)C2=C(C1=C(OCCN1)N=C2)C)=O (Z)-3-((1H-pyrrolo[3,2-c]pyridin-2-yl)methylene)-5-(8-methyl-2,3-dihydro-1H-pyrido[2,3-b][1,4]oxazin-7-yl)indolin-2-one